methyl 3-(tert-butoxycarbonylamino)-3-(3-(4,4,5,5-tetramethyl-1,3,2-dioxaborolan-2-yl)phenyl)propanoate C(C)(C)(C)OC(=O)NC(CC(=O)OC)C1=CC(=CC=C1)B1OC(C(O1)(C)C)(C)C